IC1CCC(CC1)I 1,4-diiodocyclohexane